FC=1C=C(C=CC1N1CCOCC1)C1=NC=NC2=CC=C(C=C12)C1=CC(=NC=C1)N 4-(4-(3-fluoro-4-morpholinophenyl)quinazolin-6-yl)pyridin-2-amine